(S)-4-(((S)-2-fluoro-3-methoxypropyl)(4-(5,6,7,8-tetrahydro-1,8-naphthyridin-2-yl)butyl)amino)-2-(pyrido[3,2-d]pyrimidin-4-ylamino)butanoic acid F[C@@H](CN(CC[C@@H](C(=O)O)NC=1C2=C(N=CN1)C=CC=N2)CCCCC2=NC=1NCCCC1C=C2)COC